CN(NCC1=NC=C(C=C1)C(F)(F)F)C(=O)C=1N=NC=CC1 N-methyl-N'-((5-(trifluoromethyl)pyridin-2-yl)methyl)pyridazine-3-carbohydrazide